N-Boc-aminobutyne C(=O)(OC(C)(C)C)NC#CCC